N-[[6-[2-(3-methylsulfonylphenyl)acetyl]-6-azaspiro[2.5]octan-2-yl]methyl]furo[2,3-c]pyridine-2-carboxamide CS(=O)(=O)C=1C=C(C=CC1)CC(=O)N1CCC2(C(C2)CNC(=O)C2=CC=3C(=CN=CC3)O2)CC1